Ethyl-1,1,3,3-tetramethylguanidine C(C)N=C(N(C)C)N(C)C